3,3,3-trifluoropropylmethoxysilane FC(CC[SiH2]OC)(F)F